2-(6-cyclopropyl-1,5-naphthyridin-4-yl)-1H,5H,6H,7H-pyrrolo[3,2-c]pyridin-4-one C1(CC1)C=1N=C2C(=CC=NC2=CC1)C1=CC=2C(NCCC2N1)=O